(2S)-2-{[(1S)-1-(3,4-dihydro-1H-2-benzopyran-6-yl)ethyl]amino}-5,5-dimethylhexanoic acid C1OCCC2=C1C=CC(=C2)[C@H](C)N[C@H](C(=O)O)CCC(C)(C)C